5-amino-N-(1-(5-cyclopropylpyridin-2-yl)ethyl)-N-ethyl-1-((2-(trimethylsilyl)ethoxy)methyl)-6,8-dihydro-1H-furo[3,4-d]pyrrolo[3,2-b]pyridine-2-carboxamide NC1=C2C(=C3C(=N1)C=C(N3COCC[Si](C)(C)C)C(=O)N(CC)C(C)C3=NC=C(C=C3)C3CC3)COC2